isocyanatopropyl-ethyldimethoxysilane N(=C=O)CCC[Si](OC)(OC)CC